Ethyl (5R)-1-{[1-(4-methoxyphenyl)cyclopentyl]carbonyl}-5-methyl-D-prolinate COC1=CC=C(C=C1)C1(CCCC1)C(=O)N1[C@H](CC[C@H]1C)C(=O)OCC